ClC=1C=C(C=CC1N1C(N(C=C1)C)=O)C1=C(C(=CC(=C1)F)C1=CC(=NC=C1)N1C[C@@H](CC1)C(=O)N)O (R)-1-(4-(3'-chloro-5-fluoro-2-hydroxy-4'-(3-methyl-2-oxo-2,3-dihydro-1H-imidazol-1-yl)-[1,1'-biphenyl]-3-yl)pyridin-2-yl)pyrrolidine-3-carboxamide